N-(2-(3-((2,6-dichloro-3,5-dimethoxyphenoxy)methyl)-1H-pyrazol-5-yl)phenyl)but-2-ynylamide ClC1=C(OCC2=NNC(=C2)C2=C(C=CC=C2)CC#CC[NH-])C(=C(C=C1OC)OC)Cl